6-{[(1R)-1-(4-Chlorophenyl)-7-fluoro-1-({1-[hydroxy(2H2)methyl]cyclopropyl}(2H2)methoxy)-5-(2-hydroxypropan-2-yl)-3-oxo-2,3-dihydro-1H-isoindol-2-yl]methyl}pyridin-3-carbonitril ClC1=CC=C(C=C1)[C@@]1(N(C(C2=CC(=CC(=C12)F)C(C)(C)O)=O)CC1=CC=C(C=N1)C#N)OC([2H])([2H])C1(CC1)C([2H])([2H])O